IC=1C=C(N)C=CC1Br 3-iodo-4-bromoaniline